(S)-8-Hydroxy-7-methoxy-1,11a-dihydro-3H,5H-spiro[benzo[e]pyrrolo[1,2-a][1,4]diazepan-2,1'-cyclopropane]-5-one OC=1C(=CC2=C(NC[C@H]3N(C2=O)CC2(CC2)C3)C1)OC